(+)-4-(5-(3-ethoxy-4-methoxyphenyl)-4,6-dimethylpyridin-3-yl)-1,2-oxaborolan-2-ol C(C)OC=1C=C(C=CC1OC)C=1C(=C(C=NC1C)C1CB(OC1)O)C